4-(2-((1-methyl-1H-pyrazol-5-yl)sulfonyl)propan-2-yl)-N-(1,2,3-thiadiazol-5-yl)piperidine-1-carboxamide CN1N=CC=C1S(=O)(=O)C(C)(C)C1CCN(CC1)C(=O)NC1=CN=NS1